4-(4-chloropyridin-3-yl)-N-methyl-1,4-oxazepan-6-amine ClC1=C(C=NC=C1)N1CCOCC(C1)NC